FC(CCCN1S(C2=C(NCC1)C=CC=C2)(=O)=O)(F)F (4,4,4-trifluorobutyl)-2,3,4,5-tetrahydrobenzo[f][1,2,5]thiadiazepine 1,1-dioxide